Cl.C(C)N=C=N 1-ethyl-carbodiimide hydrochloride